BrC1=CC=C2C=C(N=C(C2=C1)Cl)Cl 7-bromo-1,3-dichloro-isoquinoline